3-(1-(4-fluorophenyl)ethyl)-5-(5-methylthiazol-2-yl)-N-(2-(pyrrolidin-1-yl)ethyl)pyrazin-2-amine FC1=CC=C(C=C1)C(C)C=1C(=NC=C(N1)C=1SC(=CN1)C)NCCN1CCCC1